FC(C(=O)O)(F)F.FC=1C=2N(C=C(C1)NC(=O)C1=CC=C(C3=CN(N=C13)CC=1C=NC=NC1)N1CCNCC1)C=C(N2)C N-{8-fluoro-2-methylimidazo[1,2-a]pyridin-6-yl}-4-(piperazin-1-yl)-2-(pyrimidin-5-ylmethyl)indazole-7-carboxamide trifluoroacetic acid salt